3-((2,3-Dihydrobenzofuran-5-yl)methyl)-1-(4-fluorobenzyl)-1-(1-methylpiperidin-4-yl)urea O1CCC2=C1C=CC(=C2)CNC(N(C2CCN(CC2)C)CC2=CC=C(C=C2)F)=O